C1NCC12CCN(CC2)C(=O)[O-] 2,7-diazaspiro[3.5]Nonane-7-carboxylate